2-fluoro-4-(((3S,4R)-4-hydroxy-4-(hydroxymethyl)-1-((2-methyl-4-(trifluoromethyl)phenyl)sulfonyl)pyrrolidin-3-yl)sulfonyl)benzonitrile FC1=C(C#N)C=CC(=C1)S(=O)(=O)[C@H]1CN(C[C@]1(CO)O)S(=O)(=O)C1=C(C=C(C=C1)C(F)(F)F)C